ClC=1C=CC2=C([C@@H](C[C@@H](O2)C(=O)NC23COC(CC2)(CC3)C=3OC(=NN3)[C@@H]3C[C@@H](C3)OC(F)(F)F)O)C1 (2R,4R)-6-chloro-4-hydroxy-N-(1-{5-[cis-3-(trifluoromethoxy)cyclobutyl]-1,3,4-oxadiazol-2-yl}-2-oxabicyclo[2.2.2]oct-4-yl)-3,4-dihydro-2H-1-benzopyran-2-carboxamide